CN1CC2(CC1)CNC1=CC=CC=C12 1'-methyl-1,2-dihydrospiro[indole-3,3'-pyrrolidin]